N-[(4-cyclopropanesulfonamidopyridin-2-yl)methyl]-4-(6-ethoxypyrazin-2-yl)-2-fluorobenzamide C1(CC1)S(=O)(=O)NC1=CC(=NC=C1)CNC(C1=C(C=C(C=C1)C1=NC(=CN=C1)OCC)F)=O